CC=1C=C(C=C2C=NNC12)C[C@H](C(=O)O)NC(=O)N1CCC(CC1)C1=CC2=C(NC1=O)CSC2 (R)-3-(7-methyl-1H-indazol-5-yl)-2-(4-(2-oxo-1,2,5,7-tetrahydrothieno[3,4-b]pyridin-3-yl)piperidine-1-carboxamido)propionic acid